1-(3-(4-(2-hydroxyethyl)piperidin-1-yl)propyl)-3,4-dihydroquinolin-2(1H)-one OCCC1CCN(CC1)CCCN1C(CCC2=CC=CC=C12)=O